Cl.CC1=NOC(=N1)C=1C=C(CON)C=CC1 O-(3-(3-methyl-1,2,4-oxadiazol-5-yl)benzyl)hydroxylamine hydrochloride